N-(2,4,5-trifluorophenyl)-1H-pyrrole-3-sulfonamide FC1=C(C=C(C(=C1)F)F)NS(=O)(=O)C1=CNC=C1